C1(CC1)C=1N=C(N(C1)C=1C=C2C(NC3(C2=CC1)CC3)=O)S 5'-(4-cyclopropyl-2-mercapto-1H-imidazol-1-yl)spiro[cyclopropane-1,1'-isoindol]-3'-one